tert-butyl 2-(4-(2-bromoacetyl)-2,3-difluorophenyl)pyrrolidine-1-carboxylate BrCC(=O)C1=C(C(=C(C=C1)C1N(CCC1)C(=O)OC(C)(C)C)F)F